COC1=NC=C(C(=N1)OC)C=1C=C(C(NN1)=O)C1C(C1)C(F)(F)F 6-(2,4-dimethoxypyrimidin-5-yl)-4-(2-(trifluoromethyl)cyclopropyl)pyridazin-3(2H)-one